CC=1C=NC(=NC1)C=O 5-methylpyrimidine-2-carbaldehyde